C1(CC1)C=1N=NN(C1)[C@H](C(=O)N1[C@@H](C[C@H](C1)O)C(=O)NCC1(CNC(CC1)=O)C)C(C)(C)C (2S,4R)-1-[(2S)-2-(4-cyclopropyltriazol-1-yl)-3,3-dimethyl-butanoyl]-4-hydroxy-N-[(3-methyl-6-oxo-3-piperidyl)methyl]pyrrolidine-2-carboxamide